2-(6-methoxy-8-(pyrrolidin-1-ylmethyl)quinolin-4-yl)-5-(1-methyl-3-(trifluoromethyl)-1H-pyrazol-4-yl)-3,4-dihydroisoquinolin-1(2H)-one COC=1C=C2C(=CC=NC2=C(C1)CN1CCCC1)N1C(C2=CC=CC(=C2CC1)C=1C(=NN(C1)C)C(F)(F)F)=O